4-(1,4-diazepan-1-yl)-2,6-diisopropylphenol N1(CCNCCC1)C1=CC(=C(C(=C1)C(C)C)O)C(C)C